C(CC)C=1C=C(C(O)=CC1)O 4-n-propyl-catechol